O=C1NC(CCC1N1C(C2=CC=CC(=C2C1=O)NCC1=C(C=C(C=C1)CN1CCC2(CCNC2=O)CC1)F)=O)=O 2-(2,6-dioxopiperidin-3-yl)-4-(2-fluoro-4-((1-oxo-2,8-diazaspiro[4.5]decan-8-yl)methyl)benzylamino)isoindoline-1,3-dione